((3aR,3bS,4aS,5R,5aS)-5-(4-Chloro-7H-pyrrolo[2,3-d]pyrimidin-7-yl)-2,2-dimethyl-tetrahydrocyclopropa[3,4]cyclopenta[1,2-d][1,3]dioxol-3b(3aH)-yl)(cyclopropyl)methanone ClC=1C2=C(N=CN1)N(C=C2)[C@@H]2[C@@H]1[C@]([C@@H]3[C@H]2OC(O3)(C)C)(C1)C(=O)C1CC1